2-((4-(morpholinomethyl)phenoxy)methyl)thiophene-3,4-dicarboxylic acid O1CCN(CC1)CC1=CC=C(OCC=2SC=C(C2C(=O)O)C(=O)O)C=C1